2-(3-fluoro-4-(2-methoxyethoxy)phenyl)-4,4,5,5-tetramethyl-1,3,2-dioxaborolane FC=1C=C(C=CC1OCCOC)B1OC(C(O1)(C)C)(C)C